COC1=C(C=C(C=C1)CCC(=O)OC(C)(C)C)C(N[C@@H]1[C@H]2C=C[C@@H]([C@@H]1C(NC1=CC(=CC=C1)S(=O)(=O)C(F)(F)F)=O)C2)=O |r| rac-tert-Butyl 3-(4-methoxy-3-(((1R,2R,3S,4S)-3-((3-((trifluoromethyl)sulfonyl)phenyl)carbamoyl)bicyclo[2.2.1]hept-5-en-2-yl)carbamoyl)phenyl)propanoate